[Si](C)(C)(C(C)(C)C)OC=1C=NC(=C(C=O)C1)F 5-((tert-butyldimethylsilyl)oxy)-2-fluoronicotinaldehyde